1-(5-((4-Carbamimidoylphenoxy)carbonyl)thiazol-2-yl)pyrrolidine C(N)(=N)C1=CC=C(OC(=O)C2=CN=C(S2)N2CCCC2)C=C1